C1(=CC=CC=C1)CC/C=C/C(=O)[Si](C)(C)C (E)-5-phenyl-2-pentenoyltrimethylsilane